2-(2,4-dichlorophenyl)-1H-imidazole-1-ethanol ClC1=C(C=CC(=C1)Cl)C=1N(C=CN1)CCO